(S)-2-((6-cyanobenzo[d]thiazol-2-yl)amino)-6-methyl-N-(pyrrolidin-3-yl)isonicotinamide C(#N)C1=CC2=C(N=C(S2)NC=2C=C(C(=O)N[C@@H]3CNCC3)C=C(N2)C)C=C1